(1S,3aR,6aS)-2-(2-(6-chloropyrazin-2-yl)-2-methoxyacetyl)-N-((S)-3-oxo-1-((S)-2-oxopyrrolidin-3-yl)-4-(trifluoromethoxy)butan-2-yl)octahydrocyclopenta[c]pyrrole-1-carboxamide ClC1=CN=CC(=N1)C(C(=O)N1[C@@H]([C@@H]2[C@H](C1)CCC2)C(=O)N[C@@H](C[C@H]2C(NCC2)=O)C(COC(F)(F)F)=O)OC